2-((S)-3-((S)-sec-butyl)-7-chloro-2-oxo-5-phenyl-2,3-dihydro-1H-benzo[e][1,4]diazepin-1-yl)acetic acid [C@H](C)(CC)[C@@H]1N=C(C2=C(N(C1=O)CC(=O)O)C=CC(=C2)Cl)C2=CC=CC=C2